acetate (Menthanyl acetate) C1(CC(C(CC1)C(C)C)CC(=O)O)C.C(C)(=O)O